(S)-5-chloro-4-((1-(5-chloro-2-fluorophenyl)ethyl)amino)-N-(2,4-dimethoxybenzyl)-2-fluoro-N-(thiazol-2-yl)benzenesulfonamide ClC=1C(=CC(=C(C1)S(=O)(=O)N(C=1SC=CN1)CC1=C(C=C(C=C1)OC)OC)F)N[C@@H](C)C1=C(C=CC(=C1)Cl)F